2-[4-(1-Methyl-6-oxo-4-p-tolyl-1,6-dihydro-pyridin-3-yl)-pyrazol-1-yl]-benzonitrile CN1C=C(C(=CC1=O)C1=CC=C(C=C1)C)C=1C=NN(C1)C1=C(C#N)C=CC=C1